3-ethyl-1-methyl-N-[(1s,4s)-4-{[2-(trifluoromethyl)imidazo[1,2-a]pyridin-5-yl]amino}cyclohexyl]-1H-pyrazole-4-carboxamide C(C)C1=NN(C=C1C(=O)NC1CCC(CC1)NC1=CC=CC=2N1C=C(N2)C(F)(F)F)C